C(=C)[N-]C=C Divinylamid